(R)-N-(4-(5-(2-(3-Fluoro-3-methylpyrrolidin-1-yl)-6-methylpyrimidin-4-yl)-1,3,4-oxadiazol-2-yl)-3-(6-azaspiro[2.5]octan-6-yl)phenyl)-2-hydroxyethane-1-sulfonamide F[C@]1(CN(CC1)C1=NC(=CC(=N1)C1=NN=C(O1)C1=C(C=C(C=C1)NS(=O)(=O)CCO)N1CCC2(CC2)CC1)C)C